(R)-4-(4-(5-chloro-7-((3-methylbutan-2-yl)amino)-[1,2,4]triazolo[1,5-a]pyrimidin-6-yl)-3,5-difluorophenyl)but-3-yn-1-ol ClC1=NC=2N(C(=C1C1=C(C=C(C=C1F)C#CCCO)F)N[C@H](C)C(C)C)N=CN2